ClC1=CC=C(C(=N1)F)C(CC1OC1)O 1-(6-chloro-2-fluoropyridin-3-yl)-2-(oxiran-2-yl)ethanol